Cyclohexylmethyl-(2-oxocyclohexyl)sulfonium trifluoromethanesulfonate FC(S(=O)(=O)[O-])(F)F.C1(CCCCC1)C[SH+]C1C(CCCC1)=O